N-((4-((3-aminophenyl)amino)-2-((1-methyl-1H-pyrazol-4-yl)amino)pyrimidin-5-yl)methyl)-N-(1-phenylethyl)acetamide NC=1C=C(C=CC1)NC1=NC(=NC=C1CN(C(C)=O)C(C)C1=CC=CC=C1)NC=1C=NN(C1)C